C(CCCCCCCCCCCCC)(=O)[O-].[K+] potassium tetradecanoic acid salt